C(C)(=O)SCC1=CC=C(O1)C(=O)OC methyl 5-(acetylsulfanylmethyl)furan-2-carboxylate